(S)-1'-(8-iodoimidazo[1,2-c]pyrimidin-5-yl)-5,7-dihydrospiro[cyclopenta[b]pyrazine-6,4'-piperidine]-5-amine IC=1C=2N(C(=NC1)N1CCC3(CC1)[C@@H](C=1C(=NC=CN1)C3)N)C=CN2